[Zn].N1=C(CN(C=C1)C=O)C=O 4-pyrazinediformaldehyde zinc